C1(CC1)CN1N=CC(=C1)C1=CC=C(C=N1)CC=1C=C2C(N(C=NC2=C(C1C)C)[C@H]1CCOC[C@@H]1O)=O 1,5-anhydro-3-(6-((6-(1-(cyclopropylmethyl)-1H-pyrazol-4-yl)pyridin-3-yl)methyl)-7,8-dimethyl-4-oxoquinazolin-3(4H)-yl)-2,3-dideoxy-L-threo-pentitol